[Si](C1=CC=CC=C1)(C1=CC=CC=C1)(C(C)(C)C)OCC(CNC(OC(C)(C)C)=O)O tert-butyl (3-((tert-butyldiphenylsilyl)oxy)-2-hydroxypropyl)carbamate